benzyl {2-[(tert-butoxycarbonyl)(methyl)amino]ethyl}(2-hydroxyethyl)carbamate C(C)(C)(C)OC(=O)N(CCN(C(OCC1=CC=CC=C1)=O)CCO)C